3-(3,5-Difluorophenyl)-2-methyl-2,4,5,7-tetrahydro-6H-pyrazolo[3,4-c]pyridin FC=1C=C(C=C(C1)F)C=1N(N=C2CNCCC21)C